(2R,3S)-6-[6-[cyclobutyl(methyl)amino]pyrazin-2-yl]-2-isobutyl-1,2,3,4-tetrahydropyridin-3-ol C1(CCC1)N(C1=CN=CC(=N1)C1=CC[C@@H]([C@H](N1)CC(C)C)O)C